ClCCN1C(N2C(C=3C=CC=CC13)=C(C=C2C(=O)OC(C)C)C2=CC=CC=C2)=O Isopropyl 6-(2-chloroethyl)-5-oxo-1-phenyl-5,6-dihydropyrrolo[1,2-c]quinazoline-3-carboxylate